CN1C(CN(CC1)C=1C=2C(N=CN1)=NN(C2)C2=CC=C(C=C2)C)C(=O)NCC2=CC=C(C=C2)S(=O)(=O)C 1-methyl-N-(4-(methylsulfonyl)benzyl)-4-(2-(p-tolyl)-2H-pyrazolo[3,4-d]pyrimidin-4-yl)piperazine-2-carboxamide